C(C1=CC=CC=C1)OCC1=CC=C(C=C1)NC(C1=CC(=CC=C1)C1=NC(=C(N=C1)Cl)NS(=O)(=O)C)=O N-(4-((Benzyloxy)methyl)phenyl)-3-(5-chloro-6-(methylsulfonamido)pyrazin-2-yl)benzamide